(3S,4S)-1-(4-(5-isopropyl-8-((2R,3S)-2-methyl-3-(methylsulfonylmethyl)azetidin-1-yl)-2,6-naphthyridin-3-ylamino)pyrimidin-2-yl)-4-methoxypiperidin-3-ol C(C)(C)C1=C2C=C(N=CC2=C(C=N1)N1[C@@H]([C@H](C1)CS(=O)(=O)C)C)NC1=NC(=NC=C1)N1C[C@@H]([C@H](CC1)OC)O